NC1=NC=CC(=C1F)CC=1C(=C(C(=C(C(=O)OC)C1)NC1=C(C=C(C=C1)C1CC1)F)F)F methyl 5-((2-amino-3-fluoropyridin-4-yl) methyl)-2-((4-cyclopropyl-2-fluorophenyl) amino)-3,4-difluorobenzoate